C(CCCCCCCCCCCC)O 1-tridecanol